ClC=1C=C(SC1)[C@H]1CN(CC1)C(=O)C1=CC(=NN1)C1=CN=NC=C1 [(3R)-3-(4-chloro-2-thienyl)pyrrolidin-1-yl]-(3-pyridazin-4-yl-1H-pyrazol-5-yl)methanone